4-Fluoro-2-bromo-1-methyl-benzene FC1=CC(=C(C=C1)C)Br